1-((6-(2-chloro-3'-(1,3-dimethyl-2,4-dioxo-1,2,3,4-tetrahydropyrimidine-5-carboxamido)-2'-methyl-[1,1'-biphenyl]-3-yl)-2-methoxypyridin-3-yl)methyl)-3-methylazetidine-3-carboxylic acid ClC1=C(C=CC=C1C1=CC=C(C(=N1)OC)CN1CC(C1)(C(=O)O)C)C1=C(C(=CC=C1)NC(=O)C=1C(N(C(N(C1)C)=O)C)=O)C